C(#N)C1=CC=C(C=C1)C(C(=O)OC)CCC(C(=O)OC)C1=CC=C(C=C1)C#N dimethyl 2,5-bis(4-cyanophenyl)hexanedioate